behenyl fumarate C(\C=C\C(=O)[O-])(=O)OCCCCCCCCCCCCCCCCCCCCCC